heptane-1-carboxylate C(CCCCCC)C(=O)[O-]